FC=1C=C(CC2=NC(=NN2)C(=O)N[C@@H]2C(N(C3=C(OC2)C=CC(=C3)C#CC(C)(C)O)C)=O)C=CC1 (S)-5-(3-fluorobenzyl)-N-(7-(3-hydroxy-3-methylbut-1-yn-1-yl)-5-methyl-4-oxo-2,3,4,5-tetrahydrobenzo[b][1,4]oxazepin-3-yl)-1H-1,2,4-triazole-3-carboxamide